(3S)-3-(5-(4-((5-methyl-3,3a,4,6a-tetrahydrocyclopenta[c]pyrrol-2(1H)-yl)methyl)pyridin-2-yl)-1-oxoisoindolin-2-yl)piperidine-2,6-dione CC=1CC2C(CN(C2)CC2=CC(=NC=C2)C=2C=C3CN(C(C3=CC2)=O)[C@@H]2C(NC(CC2)=O)=O)C1